C(C)(C)(C)OC(=O)N1CC2(C1)CCC(CC2)OC2=C(C=C(C=C2)OC=2C=NC=C(C2)OCC2=CC=C(C=C2)OC)C#N.C(C2=CC=CC=C2)N2C(CN(CC2)CC2=CC=CC=C2)C([2H])([2H])Cl 1,4-dibenzyl-2-(chloromethyl-d2)piperazine tert-butyl-7-[2-cyano-4-({5-[(4-methoxyphenyl)methoxy]pyridin-3-yl}oxy)phenoxy]-2-azaspiro[3.5]nonane-2-carboxylate